2-(3-Fluoro-5-nitrophenoxy)-5-(trifluoromethyl)pyridine FC=1C=C(OC2=NC=C(C=C2)C(F)(F)F)C=C(C1)[N+](=O)[O-]